FC=1C=C(C(=NC1)C1=CC(=CN1C)C(=O)OC)COC=1C=NC=C(C1)F methyl 5-(5-fluoro-3-{[(5-fluoropyridin-3-yl)oxy]methyl}pyridin-2-yl)-1-methylpyrrole-3-carboxylate